COC(C(P(=O)(OC)OC)NC(=O)OC(C)(C)C)=O tert-butoxycarbonylamino-(dimethoxy-phosphoryl)-acetic acid methyl ester